BrC1=CC=C2COC(C2=C1C)=O 6-bromo-7-methylisobenzofuran-1(3H)-one